ClC1=CC=C(CN2[C@]3(CCN(C3)C(=O)C3CC3)C(N(CC2=O)C2=C(C=C(C#N)C=C2)F)=O)C=C1 (S)-4-(6-(4-chlorobenzyl)-2-(cyclopropanecarbonyl)-7,10-dioxo-2,6,9-triazaspiro[4.5]decan-9-yl)-3-fluorobenzonitrile